4,4'-diamino-[1,1'-biphenyl]-3,3'-dicarbonitrile NC1=C(C=C(C=C1)C1=CC(=C(C=C1)N)C#N)C#N